FC1=C(C=CC=C1)S(=O)(=O)C1C(CCN(C1)S(=O)(=O)C1=CC=C(C=C1)F)=O 5-(2-fluorobenzenesulfonyl)-N-(4-fluorobenzenesulfonyl)-4-piperidone